C(CCCCCCCC(=O)N)(=O)N nonanediamide